C1(C=CC=C1)[Tb](C1C=CC=C1)C1C=CC=C1.[Tb] terbium tri(cyclopentadienyl)terbium